CC=1C(=NC=CC1)C1=C(C=CC=C1)[Ir]C1=C(C=CC=C1)C1=NC=CC=C1C bis[2-(3-methyl-2-pyridinyl)phenyl]iridium